2-bromo-N-(2-octyldodecyl)-N-(thiophen-3-yl)thiophene-3-carboxamide BrC=1SC=CC1C(=O)N(C1=CSC=C1)CC(CCCCCCCCCC)CCCCCCCC